6-methoxy-3-((4-methylpiperazin-1-yl)(1-phenethyl-1H-tetrazol-5-yl)methyl)quinolin-2(1H)-one COC=1C=C2C=C(C(NC2=CC1)=O)C(C1=NN=NN1CCC1=CC=CC=C1)N1CCN(CC1)C